CN1N=C(C(=C1C)NNC1=CC=CC=C1)C (E)-1,3,5-trimethyl-4-(phenyldiazanyl)-1H-pyrazole